C(C)(C)C1C(CC(CC1)C)C1=C(C=C(C=C1O)CCCCC)O (2-isopropyl-5-methylcyclohexyl)-5-pentylbenzene-1,3-diol